6-bromo-4-(2-hydroxyethoxy)quinoline-2-carboxylic acid methyl ester COC(=O)C1=NC2=CC=C(C=C2C(=C1)OCCO)Br